6'-fluoro-N-(2-methyl-6-(piperidin-1-yl)-2H-indazol-5-yl)-[2,3'-bipyridine] FC1=CC=C(C=N1)C=1N(CC=CC1)C1=CC2=CN(N=C2C=C1N1CCCCC1)C